C(C)(C)(C)OC(C[C@@H]1OC(O[C@@H](C1)CCl)(C)C)=O 2-[(4R,6S)-6-(chloromethyl)-2,2-dimethyl-1,3-dioxan-4-yl]-acetic acid tert-butyl ester